(1-(quinolin-4-yl)piperidin-4-yl)methylamine hydrochloride Cl.N1=CC=C(C2=CC=CC=C12)N1CCC(CC1)CN